(S,Z)-2-(tert-butyl)-N-(4-(methylsulfonyl)-1-phenylbut-3-en-2-yl)-4-phenoxypyrimidine-5-carboxamide C(C)(C)(C)C1=NC=C(C(=N1)OC1=CC=CC=C1)C(=O)N[C@@H](CC1=CC=CC=C1)\C=C/S(=O)(=O)C